C(#N)C=1C=NC(=NC1)N1C[C@H](N(C[C@H]1C)C(=O)OC1CC2(CN(C2)CC2=CC=CC=C2)C1)C 2-benzyl-2-azaspiro[3.3]heptan-6-yl (2R,5R)-4-(5-cyanopyrimidin-2-yl)-2,5-dimethylpiperazine-1-carboxylate